C(C)C(C)O ethyl-ethanol